FC1(CC(C1)OC1=CC=C(C=N1)NC(=O)C1=NC=CC(=N1)C1=CN=CN1C)F N-(6-(3,3-difluorocyclobutoxy)pyridin-3-yl)-4-(1-methyl-1H-imidazol-5-yl)pyrimidine-2-carboxamide